butane di(hexafluorophosphate) F[P-](F)(F)(F)(F)F.F[P-](F)(F)(F)(F)F.CCCC